[Fe].[Zn].[Sn] tin-zinc iron